C(C)(C)(C)OC(=O)CNCC=1C=C(CNC2=C(NC=C2C)C(=O)OCC)C=CC1Cl Ethyl 3-((3-(((tert-butoxycarbonyl) methylamino) methyl)-4-chlorobenzyl) amino)-4-methyl-1H-pyrrole-2-carboxylate